(3E)-16,16-dihexyloxy-3-hexadecen-1-ol C(CCCCC)OC(CCCCCCCCCCC/C=C/CCO)OCCCCCC